4,5-dicyano-2-trifluoromethylimidazole sodium [Na].C(#N)C=1N=C(NC1C#N)C(F)(F)F